C1(CCCC1)N1C(CN(C=2C(N[C@](NC12)(N)NC=1C=C2C=CN(C2=CC1OC)N(CC(=O)O)C1CC1)=O)C)CC (R)-8-cyclopentyl-2-{[1-(cyclopropylglycino)-6-methoxyindol-5-yl]amino}-7-ethyl-5-methyl-7,8-dihydropterin